2-(methoxy)acetamide COCC(=O)N